N-(4-Carboxy-2,5-dihydroxybenzoyl)3-carboxymethyl-2,5-dihydroxybenzamid C(=O)(O)C1=CC(=C(C(=O)NC(C2=C(C(=CC(=C2)O)CC(=O)O)O)=O)C=C1O)O